5-Amino-1-isopropyl-3-[4-[1-methyl-2-[[3-[(1-methylcyclopropyl)methyl]isoxazol-5-yl]amino]-2-oxoethyl]phenyl]pyrazole-4-carboxamide NC1=C(C(=NN1C(C)C)C1=CC=C(C=C1)C(C(=O)NC1=CC(=NO1)CC1(CC1)C)C)C(=O)N